2-(2-furyl)-1-(2-(3,4-methylenedioxyphenyl)ethynyl)-1H-benzimidazole O1C(=CC=C1)C1=NC2=C(N1C#CC1=CC3=C(C=C1)OCO3)C=CC=C2